(3-methyl-2-(1-methylpiperidin-4-yl)-1H-indol-5-yl)methylamine CC1=C(NC2=CC=C(C=C12)CN)C1CCN(CC1)C